1-(2,6-dimethyl-4-((6-(4-vinylphenoxy)hexyl)oxy)phenyl)-3-mesityl-2-(trichloromethyl)imidazolidine CC1=C(C(=CC(=C1)OCCCCCCOC1=CC=C(C=C1)C=C)C)N1C(N(CC1)C1=C(C=C(C=C1C)C)C)C(Cl)(Cl)Cl